C(C)(C)(C)OC(=O)N[C@@H]1CCCC12CCN(CC2)C=2C(=NC=C(N2)C)C(=O)OCC (R)-ethyl 3-(1-((tert-butoxycarbonyl) amino)-8-azaspiro[4.5]decan-8-yl)-5-methylpyrazine-2-carboxylate